C(C)(=O)NC=1C=C(C=CC1)C=1C=C(C=CC1)CN1C(C(=C(C2=CC=CC=C12)C(=O)OCC)OC)=O ethyl 1-({3-[3-(acetylamino) phenyl] phenyl} methyl)-3-methoxy-2-oxoquinoline-4-carboxylate